ethyl 5-(4-fluorophenyl)-1H-pyrazole-3-carboxylate FC1=CC=C(C=C1)C1=CC(=NN1)C(=O)OCC